CN(C1=CC=C(C=C1)C=CC(C=C(C)O)=O)C 1-(4-(Dimethylamino)phenyl)-5-hydroxyhexa-1,4-dien-3-one